(+/-)-1-((1H-indol-4-yl)methyl)-N5-((trans)-2-ethylcyclopropyl)-N3-methyl-2-oxo-1,2-dihydropyridine-3,5-dicarboxamide N1C=CC2=C(C=CC=C12)CN1C(C(=CC(=C1)C(=O)N[C@H]1[C@@H](C1)CC)C(=O)NC)=O |r|